2-(2-chloro-7-diethylaminoquinoline-3-yl)methylenepropionitrile ClC1=NC2=CC(=CC=C2C=C1C=C(C#N)C)N(CC)CC